ClC1=NC=C(C(=N1)NC1CCC(CC1)(C)O)C(=O)O 2-chloro-4-((cis-4-hydroxy-4-methylcyclohexyl)amino)pyrimidine-5-carboxylic acid